4-((methylamino)methyl)piperidine-1-carboxylate CNCC1CCN(CC1)C(=O)[O-]